aminohydroxyl-benzene NC1=C(C=CC=C1)O